methyl N-[5-[6-[5-(4-fluorophenyl)pyrimidin-4-yl]imidazo[1,2-a]pyridin-3-yl]-2-pyridyl]carbamate FC1=CC=C(C=C1)C=1C(=NC=NC1)C=1C=CC=2N(C1)C(=CN2)C=2C=CC(=NC2)NC(OC)=O